2-[6-chloro-5'-(4-methyl-1,2,4-triazol-3-yl)-2'-(trifluoromethyl)-[4,4'-bipyridin]-2-yl]-4-fluoro-6-{[(2-methoxyethyl)amino]methyl}-3H-isoindol-1-one ClC1=CC(=CC(=N1)N1C(C2=CC(=CC(=C2C1)F)CNCCOC)=O)C1=CC(=NC=C1C1=NN=CN1C)C(F)(F)F